OC(COC=1C=C(C=2N(C1)N=CC2C#N)C=2C=NC(=CC2)N2CC1N(C(C2)C1)C(C(C)C)=O)(C)C 6-(2-Hydroxy-2-methylpropyloxy)-4-(6-(6-isobutyryl-3,6-diazabicyclo[3.1.1]hept-3-yl)pyridin-3-yl)pyrazolo[1,5-a]pyridine-3-carbonitrile